C(#C)[Si](C1=CC(=CC=C1)C(F)(F)F)(C1=CC(=CC=C1)C(F)(F)F)C1=CC(=CC=C1)C(F)(F)F ethynyl-tris(3-trifluoromethylphenyl)silane